NCCCNC(C1=C(C=C(C=C1)NC=1C=2N(C=CN1)C(=CN2)C=2C(=NN(C2)CC#C)C(F)(F)F)CC)=O N-(3-aminopropyl)-2-ethyl-4-[[3-[1-prop-2-ynyl-3-(trifluoromethyl)pyrazol-4-yl]imidazo[1,2-a]pyrazin-8-yl]amino]benzamide